C1(CC1)C1=NC=NC(=C1C1=NC=C(C(=N1)OCC1=CC=C(C=C1)C=1N(C=C(N1)C(F)(F)F)C)C=1NC=CC1)OC 2-(4-cyclopropyl-6-methoxy-pyrimidin-5-yl)-4-[[4-[1-methyl-4-(trifluoromethyl)imidazol-2-yl]phenyl]methoxy]-5-(1H-pyrrol-2-yl)pyrimidine